C(CCCCCCC)N(C1=CC=C(C=C1)C(=O)C1=CC=C(C=C1)N(CCCCCCCC)CCCCCCCC)CCCCCCCC bis(4-(di-n-octylamino)phenyl)methanone